2-(3-(1H-tetrazol-5-yl)benzyl)-2-(((2R,3R,4S,5R)-5-(6-amino-2-chloro-9H-purin-9-yl)-4-fluoro-3-hydroxytetrahydrofuran-2-yl)methoxy)malonic acid N1N=NN=C1C=1C=C(CC(C(=O)O)(C(=O)O)OC[C@H]2O[C@H]([C@H]([C@@H]2O)F)N2C3=NC(=NC(=C3N=C2)N)Cl)C=CC1